norbornadienyl-(norbornadiene) C12=C(C=C(CC1)C2)C2=C1CCC(=C2)C1